OC1(N(CCOC1)CC)O dihydroxy(ethyl-morpholine)